COC(=O)[C@@H]1CN(C)[C@@H]2CC3=CNC4=CC=CC(C2=C1)=C34.FC(C(=C(C(C(C(F)(F)F)(F)F)(F)F)F)F)(F)F perfluorohex-2-ene methyl-isolysergate